4-(4-bromobenzylidene)tetrahydro-2H-pyran BrC1=CC=C(C=C2CCOCC2)C=C1